tert-Butyl 4-(pyrimidin-5-ylmethyl)piperazine-1-carboxylate N1=CN=CC(=C1)CN1CCN(CC1)C(=O)OC(C)(C)C